1-(t-butyl) 2-methyl (2R,4S)-4-fluoropyrrolidine-1,2-dicarboxylate F[C@H]1C[C@@H](N(C1)C(=O)OC(C)(C)C)C(=O)OC